oxybis(4,1-phenylene)bis((4-fluorophenyl)methanone) O(C1=CC=C(C=C1)C(=O)C1=CC=C(C=C1)F)C1=CC=C(C=C1)C(=O)C1=CC=C(C=C1)F